NC[C@@H](O)C=1C=CC(=NC1)C1=C(C=C(C#N)C=C1)OC1=CC(=NC(=C1)C=1SC=C(N1)C)C 4-[5-[(1S)-2-amino-1-hydroxyethyl]pyridin-2-yl]-3-[2-methyl-6-(4-methyl-1,3-thiazol-2-yl)pyridin-4-yl]oxybenzonitrile